tert-butyl (S,E)-2-(2-(N-(tert-butyldiphenylsilyl)sulfamoyl)vinyl)2-methylpyrrolidine-1-carboxylate [Si](C1=CC=CC=C1)(C1=CC=CC=C1)(C(C)(C)C)NS(=O)(=O)/C=C/[C@]1(N(CCC1)C(=O)OC(C)(C)C)C